[W](=O)(=O)=O tungsten (vi) oxide